3-fluoro-5-(trifluoromethyl)phenyl(1-(5-fluoropyrimidin-2-yl)-6-methyl-6,7-dihydro-1H-[1,2,3]triazolo[4,5-c]pyridin-5(4H)-yl)methanone FC=1C=C(C=C(C1)C(F)(F)F)C(=O)N1CC2=C(CC1C)N(N=N2)C2=NC=C(C=N2)F